CC1=C(C(=CC(=C1C)C=1C(=C(C(=O)[O-])C(=CC1OCC1CO1)C)C)C)C=1C(=C(C(=O)[O-])C(=CC1OCC1CO1)C)C 2,3,6-trimethyl-1,4-phenylene-bis{4-(2,3-epoxypropoxy)-2,6-dimethylbenzoate}